[NH4+].C(CCCC)P([O-])([O-])=O.[NH4+] pentylphosphonic acid ammonium salt